C(#N)C=1C(=C(C=CC1OC)B(O)O)F (3-cyano-2-fluoro-4-methoxy-phenyl)-boronic acid